tert-butyl-3-(4-hydroxy-6-methoxy-1,3-dioxoisoindolin-2-yl)-2,6-dioxopiperidine-1-carboxylate C(C)(C)(C)OC(=O)N1C(C(CCC1=O)N1C(C2=CC(=CC(=C2C1=O)O)OC)=O)=O